(2R)-N-((S)-(3-chloro-4-fluorophenyl)(trans-4-(trifluoromethyl)-cyclohexyl)-methyl)-2-methyl-3-oxopiperazine-1-carboxamide ClC=1C=C(C=CC1F)[C@@H](NC(=O)N1[C@@H](C(NCC1)=O)C)[C@@H]1CC[C@H](CC1)C(F)(F)F